(R)-8-(quinolin-6-ylsulfonyl)-1-oxa-8-azaspiro[4.5]Decan-3-amine N1=CC=CC2=CC(=CC=C12)S(=O)(=O)N1CCC2(C[C@H](CO2)N)CC1